bis(4-carboxyphenylmethoxy)-1,1'-binaphthyl C(=O)(O)C1=CC=C(C=C1)COC=1C(=C(C2=CC=CC=C2C1)C1=CC=CC2=CC=CC=C12)OCC1=CC=C(C=C1)C(=O)O